tert-Butyl 4-(4-bromo-4'-(2-((2-(trimethylsilyl)ethoxy)methyl)-2H-1,2,3-triazol-4-yl)-[1,1'-biphenyl]-2-yl)piperidine-1-carboxylate BrC1=CC(=C(C=C1)C1=CC=C(C=C1)C1=NN(N=C1)COCC[Si](C)(C)C)C1CCN(CC1)C(=O)OC(C)(C)C